C(C)(C)OC1=NC(=NC=C1)OCC1=C(N=NN1C)C1=CC=C(C(=N1)C)O[C@@H]1C[C@@H](CCC1)C(=O)O (1R,3S)-3-((6-(5-(((4-isopropoxypyrimidin-2-yl)oxy)methyl)-1-methyl-1H-1,2,3-triazol-4-yl)-2-methylpyridin-3-yl)oxy)cyclohexane-1-carboxylic acid